(R)-N-(1-(5-(6-(3-cyanopyrrolo[1,2-b]pyridazin-7-yl)-4-(oxetan-3-ylamino)pyridin-3-yl)-1,3,4-thiadiazol-2-yl)-3,3-difluoropiperidin-4-yl)acetamide C(#N)C1=CC=2N(N=C1)C(=CC2)C2=CC(=C(C=N2)C2=NN=C(S2)N2CC([C@@H](CC2)NC(C)=O)(F)F)NC2COC2